3-(6-(2-(4-(4-nitrophenyl)piperazin-1-yl)-8-azaspiro[4.5]decan-8-yl)-1-oxophthalazin-2(1H)-yl)piperidine-2,6-dione [N+](=O)([O-])C1=CC=C(C=C1)N1CCN(CC1)C1CC2(CC1)CCN(CC2)C=2C=C1C=NN(C(C1=CC2)=O)C2C(NC(CC2)=O)=O